FC1(CCC(CC1)[C@H](NC(=O)C1=NC=NN1CCC(F)(F)F)C1=NC2=C(N1)C=CC(=C2)[C@@H](C)NC(CCC(F)(F)F)=O)F N-((S)-(4,4-Difluorocyclohexyl)(5-((R)-1-(4,4,4-trifluorobutanamido)ethyl)-1H-benzo[d]imidazol-2-yl)methyl)-1-(3,3,3-trifluoropropyl)-1H-1,2,4-triazole-5-carboxamide